[Cl-].CN(C)[Zr](C1OCCC1)(C1OCCC1)N(C)C bis(dimethylamino)bis(tetrahydrofuran-2-yl)zirconium(IV) chloride